6-(5-{[3-(3,3-difluoroazetidine-1-carbonyl)cyclohexyl]-carbamoyl}-6-methoxypyridin-3-yl)-N-methyl-1H-indazole-3-carboxamide FC1(CN(C1)C(=O)C1CC(CCC1)NC(=O)C=1C=C(C=NC1OC)C1=CC=C2C(=NNC2=C1)C(=O)NC)F